3-(Pyridin-3-yl)cyclopentan-1-one N1=CC(=CC=C1)C1CC(CC1)=O